4-fluoro-5-[[2-(4-fluorophenyl)ethylcarbamoyl]-2-methylphenyl]-1,3-thiazole-5-carboxamide FC1=NCSC1(C(=O)N)C1=C(C(=CC=C1)C(NCCC1=CC=C(C=C1)F)=O)C